FC(C)(F)C1=NC(=CC(=N1)NC1=CC(=NC=C1C1=NC(=NO1)C)NC(C)=O)CC N-(4-((2-(1,1-difluoroethyl)-6-ethylpyrimidin-4-yl)amino)-5-(3-methyl-1,2,4-oxadiazol-5-yl)pyridin-2-yl)acetamide